3-((1H-Pyrrolo[2,3-b]pyridin-5-yl)oxy)-5-(2-(2-(2-isopropylphenyl)pyrrolidine-1-yl)-7-azaspiro[3.5]nonan-7-yl)-N-((4-((morpholin-2-ylmethyl)amino)-3-nitrophenyl)sulfonyl)Picolinamide N1C=CC=2C1=NC=C(C2)OC=2C(=NC=C(C2)N2CCC1(CC(C1)N1C(CCC1)C1=C(C=CC=C1)C(C)C)CC2)C(=O)NS(=O)(=O)C2=CC(=C(C=C2)NCC2CNCCO2)[N+](=O)[O-]